C1=CC(=CC=C1C#N)C(=O)O p-cyanobenzoic acid